tert-butyl 2-(4-(3-(2-(2,6-dioxopiperidin-3-yl)-1-oxoisoindolin-5-yl)prop-2-yn-1-yl)piperazin-1-yl)acetate O=C1NC(CCC1N1C(C2=CC=C(C=C2C1)C#CCN1CCN(CC1)CC(=O)OC(C)(C)C)=O)=O